ClC=1C=C2C(N(C=3N(C2=C(C1)C(C)NC1=C(C(=O)O)C=CC=C1)C=NC3)CC)=O 2-((1-(7-chloro-4-ethyl-5-oxo-4,5-dihydroimidazo[1,5-a]quinazolin-9-yl)ethyl)amino)benzoic acid